N-(5-(6-(4-isopropylphenyl)-1-oxo-3,4-dihydroisoquinolin-2(1H)-yl)-2-((2-methoxyethoxy)methoxy)phenyl)methanesulfonamide Potassium [K].C(C)(C)C1=CC=C(C=C1)C=1C=C2CCN(C(C2=CC1)=O)C=1C=CC(=C(C1)NS(=O)(=O)C)OCOCCOC